N-(3-chloro-5-(methylsulfonamido)phenyl)-1-cyclopentyl-5-methyl-1H-pyrrole-3-carboxamide ClC=1C=C(C=C(C1)NS(=O)(=O)C)NC(=O)C1=CN(C(=C1)C)C1CCCC1